octadecyldimethyl-ammonium ethyl-methacrylate bromide [Br-].C(C)OC(C(=C)C)=O.C(CCCCCCCCCCCCCCCCC)[NH+](C)C